COC(=O)C=1OC(=CC1)CSC 5-((methylthio)methyl)furan-2-carboxylic acid methyl ester